NC(C(=O)O)CCNC(C)=O 2-amino-4-acetamido-butyric acid